C(N)(=N)C=1C=C(SC1)[C@@H](C)NC(=O)[C@H]1N(CC2(OCCO2)C1)C(CNC(=O)C=1C=CC=2C(C3=CC=C(C=C3C2C1)F)(F)F)=O (S)-N-((R)-1-(4-carbamimidoylthiophen-2-yl)ethyl)-7-((6,9,9-trifluoro-9H-fluorene-3-carbonyl)glycyl)-1,4-dioxa-7-azaspiro[4.4]nonane-8-carboxamide